2-[(1S,2S,3S,4R,5S)-5-[3-[[4-(4-allyloxybutyl)phenyl]methyl]-4-methyl-phenyl]-2,3,4-tribenzyloxy-6,8-dioxabicyclo[3.2.1]octan-1-yl]propan-2-ol C(C=C)OCCCCC1=CC=C(C=C1)CC=1C=C(C=CC1C)[C@]12[C@@H]([C@H]([C@@H]([C@](CO1)(O2)C(C)(C)O)OCC2=CC=CC=C2)OCC2=CC=CC=C2)OCC2=CC=CC=C2